1-Benzylpyridinium chloride [Cl-].C(C1=CC=CC=C1)[N+]1=CC=CC=C1